4-(2-fluoro-6-methoxyphenyl)thiazole-2-carboxylic acid FC1=C(C(=CC=C1)OC)C=1N=C(SC1)C(=O)O